3-(5-((S)-7-fluoro-1-methylisoindoline-2-carbonyl)-1-oxoisoindolin-2-yl)piperidine-2,6-dione FC=1C=CC=C2CN([C@H](C12)C)C(=O)C=1C=C2CN(C(C2=CC1)=O)C1C(NC(CC1)=O)=O